(2S,4s,6S)-7-((5-methoxy-7-methyl-1H-indol-4-yl)methyl)-6-(4-(4-methylpiperazine-1-carbonyl)phenyl)-7-azaspiro[3.5]nonane-2-carbonitrile COC=1C(=C2C=CNC2=C(C1)C)CN1[C@@H](CC2(CC(C2)C#N)CC1)C1=CC=C(C=C1)C(=O)N1CCN(CC1)C